C(C1=CC=CC=C1)[C@@H]1N(C(OC1)=O)C([C@@H](CC1=CC(=CC(=C1)OC(F)(F)F)Br)[C@@H]1CN(CC1)C(=O)OC(C)(C)C)=O tert-Butyl (3R)-3-[(1S)-2-[(4S)-4-benzyl-2-oxo-oxazolidin-3-yl]-1-[[3-bromo-5-(trifluoromethoxy) phenyl]methyl]-2-oxo-ethyl]pyrrolidine-1-carboxylate